4-(3-(1H-indol-3-yl)pyrrolidin-1-yl)butyrylhydrazine N1C=C(C2=CC=CC=C12)C1CN(CC1)CCCC(=O)NN